6-bromo-N-(3-chloro-4-{[1,2,4]triazolo[1,5-a]pyridin-7-yloxy}phenyl)-7-methoxyquinazolin-4-amine BrC=1C=C2C(=NC=NC2=CC1OC)NC1=CC(=C(C=C1)OC1=CC=2N(C=C1)N=CN2)Cl